(Diaminomethylene)-1-(3-methyl-2,4-dioxo-1,3-diazadispiro[4.1.57.15]tridecan-10-yl)-3-pentylpyrimidine-2,4,6(1H,3H,5H)-trione NC(N)=C1C(N(C(N(C1=O)C1CCC2(CC3(C(N(C(N3)=O)C)=O)C2)CC1)=O)CCCCC)=O